ClC1=CC=C(S1)CNC1=CC(=NN1C(C(COC)(C)C)=O)C1CCNCC1 1-(5-{[(5-Chlorothiophen-2-yl)methyl]amino}-3-(piperidin-4-yl)-1H-pyrazol-1-yl)-3-methoxy-2,2-dimethylpropan-1-on